tetrakis(2-(1-hexyl-1H-1,2,3-triazol-4-yl)ethyl) 3,3',3'',3'''-((disulfanediylbis(ethane-2,1-diyl))bis(azanetriyl))tetrapropionate S(SCCN(CCC(=O)OCCC=1N=NN(C1)CCCCCC)CCC(=O)OCCC=1N=NN(C1)CCCCCC)CCN(CCC(=O)OCCC=1N=NN(C1)CCCCCC)CCC(=O)OCCC=1N=NN(C1)CCCCCC